C(C)N(C=1SC2=C(N1)SC(=N2)C2=NC=C(C=C2O)C=2C=NNC2)C2CCNCC2 2-{5-[Ethyl(piperidin-4-yl)amino][1,3]thiazolo[5,4-d][1,3]thiazol-2-yl}-5-(1H-pyrazol-4-yl)pyridin-3-ol